N-benzyl-3-(3-(methylamino)propoxy)-N-propylpropan-1-amine C(C1=CC=CC=C1)N(CCCOCCCNC)CCC